CC1N(C(CCC1)C)CC1=CC=C(N\C(\C2=CC=CC=C2)=C\2/C(NC3=CC(=CC=C23)C(=O)OCC)=O)C=C1 3-Z-[1-(4-((2,6-dimethyl-piperidin-1-yl)-methyl)-anilino)-1-phenyl-methylene]-6-ethoxycarbonyl-2-indolinone